4-(tetramethyl-1,3,2-dioxaborolan-2-yl)-1H-indole CC1(C(OB(O1)C1=C2C=CNC2=CC=C1)(C)C)C